C1=CC(=CC=2NC3=C(CCC21)C=CC=C3)NCCCN(C)C N1-(10,11-dihydro-5H-dibenzo[b,f]azepin-3-yl)-N3,N3-dimethylpropane-1,3-diamine